(1R,2R)-N-[7-chloro-6-[4-((3S,4S)-4-fluoro-3-methyl-tetrahydrofuran-3-yl)piperazin-1-yl]-3-isoquinolyl]-5-ethoxy-spiro[2.3]hexane-2-carboxamide ClC1=C(C=C2C=C(N=CC2=C1)NC(=O)[C@@H]1CC12CC(C2)OCC)N2CCN(CC2)[C@]2(COC[C@H]2F)C